2,5-dimercaptobenzene-1,4-dicarboxylic acid SC1=C(C=C(C(=C1)C(=O)O)S)C(=O)O